(R)-2-((benzo[d]thiazol-5-ylmethyl)(1-(3-fluoropyridin-2-yl)ethyl)amino)-2-oxoacetic acid S1C=NC2=C1C=CC(=C2)CN(C(C(=O)O)=O)[C@H](C)C2=NC=CC=C2F